N1N=CC=2C=NC=CC21 1H-pyrazolo[4,3-C]pyridine